1-[1-cyclopropyl-6-fluoro-3-({[(3S)-1-(6-methylpyridin-3-yl)piperidin-3-yl][(2-methylpyridin-4-yl)methyl]amino}methyl)-4-oxo-1,4-dihydroquinolin-7-yl]piperidine-3-carboxylic acid C1(CC1)N1C=C(C(C2=CC(=C(C=C12)N1CC(CCC1)C(=O)O)F)=O)CN(CC1=CC(=NC=C1)C)[C@@H]1CN(CCC1)C=1C=NC(=CC1)C